[Te-2].[Rb+].[Rb+] Rubidium telluride